2-((S)-4-(7-(5-chloro-2-(trifluoromethoxy)phenyl)-8-fluoro-2-(((S)-1-methylpyrrolidin-2-yl)methoxy)quinazolin-4-yl)-1-((Z)-2-fluoro-3-(pyridin-2-yl)acryloyl)piperazin-2-yl)acetonitrile ClC=1C=CC(=C(C1)C1=CC=C2C(=NC(=NC2=C1F)OC[C@H]1N(CCC1)C)N1C[C@@H](N(CC1)C(/C(=C/C1=NC=CC=C1)/F)=O)CC#N)OC(F)(F)F